C1(=CC(=CC=C1)O)O 1,3-phenylene glycol